(3S,7aR,9S,11aR)-9-[cyclopropylmethyl-[[6-(trifluoromethyl)-3-pyridyl]methyl]amino]-3-isopropyl-3,6,7,7a,8,9,10,11-octahydro-2H-oxazolo[2,3-j]quinolin-5-one C1(CC1)CN([C@@H]1C[C@H]2CCC(N3[C@]2(CC1)OC[C@@H]3C(C)C)=O)CC=3C=NC(=CC3)C(F)(F)F